3-chloro-5-((4-methoxybenzyl)oxy)isonicotinonitrile ClC1=C(C#N)C(=CN=C1)OCC1=CC=C(C=C1)OC